BrC=1C=CC(=NC1)C(C)(C)O 2-(5-bromo-2-pyridinyl)propan-2-ol